C(CCCCC)NC(=O)[C@H]1CN(CC(N1CCCCCCCC)=O)C(=O)OC(C)(C)C tert-butyl (R)-3-(hexylcarbamoyl)-4-octyl-5-oxopiperazine-1-carboxylate